(2-((2-(1-(cyclopropylsulfonyl)-1H-pyrazol-4-yl)pyrimidin-4-yl)amino)-5-((1-methyl-1H-pyrazol-4-yl)ethynyl)pyridin-4-yl)piperidin-4-one C1(CC1)S(=O)(=O)N1N=CC(=C1)C1=NC=CC(=N1)NC1=NC=C(C(=C1)N1CCC(CC1)=O)C#CC=1C=NN(C1)C